C(C)(C)(C)OC(=O)NCCN([C@H]1CCCC=2C=CC=NC12)C[C@@H]1N(CC2=CC=CC(=C2C1)N1CCOCC1)C(=O)OC(C)(C)C tert-butyl (R)-3-(((2-((tert-butoxycarbonyl)amino)ethyl)((S)-5,6,7,8-tetrahydroquinolin-8-yl)amino)methyl)-5-morpholino-3,4-dihydroisoquinoline-2(1H)-carboxylate